rubidium divanadium [V].[V].[Rb]